N-[3-Chloro-4-[4-(1,1-dimethylpiperidin-1-ium-4-carbonyl)piperazine-1-carbonyl]phenyl]-5-[1-(5-methoxy-2-pyridyl)-3-(trifluoromethyl)pyrazol-4-yl]-1-methyl-imidazole-2-carboxamide ClC=1C=C(C=CC1C(=O)N1CCN(CC1)C(=O)C1CC[N+](CC1)(C)C)NC(=O)C=1N(C(=CN1)C=1C(=NN(C1)C1=NC=C(C=C1)OC)C(F)(F)F)C